FC([C@H]1[C@@H](C1)C(=O)O)(F)F (trans)-2-(trifluoromethyl)cyclopropane-1-carboxylic acid